1-benzyl-N,4-diphenyl-piperidin-4-amine C(C1=CC=CC=C1)N1CCC(CC1)(NC1=CC=CC=C1)C1=CC=CC=C1